Cl.N[C@H](C(=O)NC1=CC=C(C=C1)C1=CC=CC=2N1C=CN2)C2CCC(CC2)C (S)-2-amino-N-(4-(imidazo[1,2-a]pyridin-5-yl)phenyl)-2-((1r,4S)-4-methylcyclohexyl)acetamide hydrochloride